C(CN1C(=NC2=C1C=CC(=C2)C(N)=O)C=2C1=C(SC2C(=O)OCC)C=CC=C1)N1C(=NC2=C1C=CC(=C2)C(N)=O)C=2C1=C(SC2C(=O)OCC)C=CC=C1 Diethyl 3,3'-(ethane-1,2-diylbis(5-carbamoyl-1H-benzo[d]imidazole-1,2-diyl))bis(benzo[b]thiophene-2-carboxylate)